C(C)(C)(C)OC([C@H](C1CC1)OC1=C(C=C(C(=C1)F)Br)C1=NOCC1OCCCC)=O (2S)-2-[4-bromo-5-fluoro-2-(4-butoxy-4,5-dihydroisoxazol-3-yl)phenoxy]-2-cyclopropylacetic acid tert-butyl ester